2-chloro-N-(2-(1-methyl-1H-pyrazol-5-yl)benzyl)-7-(prop-1-en-2-yl)imidazo[2,1-f][1,2,4]triazin-4-amine ClC1=NN2C(C(=N1)NCC1=C(C=CC=C1)C1=CC=NN1C)=NC=C2C(=C)C